N-(6-bromo-4-methoxypyridin-2-yl)-4-fluoropyrrolidine-2-carboxamide BrC1=CC(=CC(=N1)NC(=O)C1NCC(C1)F)OC